ClC=1C=C(C(=NC1)C)S(=O)(=O)NC1=C(C(=C(C=C1)F)C1CCC=2N(C1)C=NC2C=2NC=CN2)F 5-chloro-N-[2,4-difluoro-3-[1-(1H-imidazol-2-yl)-5H,6H,7H,8H-imidazo[1,5-a]pyridin-6-yl]phenyl]-2-methylpyridine-3-sulfonamide